C(C)(C)(C)OC(=O)N1CC2=C(C=CC=C2CC1)C=C 8-vinyl-3,4-dihydroisoquinoline-2(1H)-carboxylic acid tert-butyl ester